ClC=1C(=NC(=NC1)NC1CCOCC1)C=1C=C2C(N(C(C2=CC1)CCN(C)C)CC(=O)N[C@H](C)C1=CC(=CC=C1)OC)=O 2-(5-{5-chloro-2-[(oxan-4-yl)amino]pyrimidin-4-yl}-1-[2-(dimethylamino)ethyl]-3-oxo-2,3-dihydro-1H-isoindol-2-yl)-N-[(1R)-1-(3-methoxyphenyl)ethyl]acetamide